C12(CC3CC(CC(C1)C3)C2)CN2N=CC(=C2C)OC(=O)C2=CC=NC3=C2OCCN3 1-(adamantan-1-ylmethyl)-5-methyl-1H-pyrazol-4-yl-3,4-dihydro-2H-pyrido[3,2-b][1,4]oxazine-8-carboxylate